1-(2,6-difluorobenzyl)-1H-1,2,4-triazole-3-carboxamide FC1=C(CN2N=C(N=C2)C(=O)N)C(=CC=C1)F